CC(C=O)CCCCCCCC METHYL-OCTYL-ACETALDEHYDE